3-[1-(2-guanidinoacetyl)-4-piperidinyl]pyrrole-2-carboxylic acid benzyl ester C(C1=CC=CC=C1)OC(=O)C=1NC=CC1C1CCN(CC1)C(CNC(=N)N)=O